C(CCCCCCCCCCCC=CCCCCCC)(=O)OCCCCCCCCCCCCCCCCCCCCCCCCCCCCCO 29-hydroxynonacosyl eicos-13-enoate